C(CCCCC(=O)O)(=O)O.OCC(C=O)(C)C hydroxypivalaldehyde adipate